[N+](=[N-])=C(C(=O)OCCOCCOCCOC)\C=C\C1=CC=CC=C1 2-(2-(2-methoxyethoxy)ethoxy)ethyl (E)-2-diazo-4-phenylbut-3-enoate